N-(1-(1H-indol-7-yl)ethyl)-5-(azetidin-3-yl(methyl)amino)-2-methylbenzamide N1C=CC2=CC=CC(=C12)C(C)NC(C1=C(C=CC(=C1)N(C)C1CNC1)C)=O